N[C@@H]1[C@@H](CCC=C1)C(=O)O (1R,2S)-2-AMINO-CYCLOHEX-3-ENECARBOXYLIC ACID